1-[N,N-bis(2-ethylhexyl)aminomethyl]methyl-benzotriazole C(C)C(CN(CC(CCCC)CC)CCN1N=NC2=C1C=CC=C2)CCCC